NCC(CN1CCCC1)O 1-amino-3-(1-pyrrolidinyl)-2-propanol